1-[1-(4-fluorophenyl)-5-oxopyrrolidin-3-yl]-3-[2-(trifluoromethyl)phenyl]urea FC1=CC=C(C=C1)N1CC(CC1=O)NC(=O)NC1=C(C=CC=C1)C(F)(F)F